1,3-bis(hydroxymethyl)-1-(1,3,4-tris(hydroxymethyl)-2,5-dioxoimidazolin-4-yl)urea OCN(C(=O)NCO)C1(N(C(N(C1=O)CO)=O)CO)CO